FC1=C(C=C(C(=C1)C)C1=CC(=NC(=C1)N1CCOCC1)OCCO)NC(=O)N1C[C@H](CC1)C(F)(F)F (S)-N-(2-fluoro-5-(2-(2-hydroxyethoxy)-6-morpholinopyridin-4-yl)-4-methylphenyl)-3-(trifluoromethyl)pyrrolidine-1-carboxamide